8-(2-(cyclopropyl(methyl)amino)ethyl)naphthalen-1-ol C1(CC1)N(CCC=1C=CC=C2C=CC=C(C12)O)C